C[C@H]1N(CCOC1)C1=NC=2N(C(=C1)C=1C=NN(C1)C)N=CC2C2=CC=NN2C2OCCCC2 (3R)-3-methyl-4-[7-(1-methyl-1H-pyrazol-4-yl)-3-[1-(tetrahydropyran-2-yl)-1H-pyrazol-5-yl]pyrazolo[1,5-a]pyrimidin-5-yl]morpholine